N1(CCCCCC1)C=1N=C(C2=C(C=NNC2=O)N1)NC1=CC=C(C=C1)N1CCN(CC1)CCN(C)C 2-(azepan-1-yl)-4-((4-(4-(2-(dimethylamino)ethyl)piperazin-1-yl)phenyl)amino)pyrimido[4,5-d]pyridazin-5(6H)-one